N-(2,4-difluoro-3-iodophenyl)-5-ethyl-2-methoxybenzenesulphonamide FC1=C(C=CC(=C1I)F)NS(=O)(=O)C1=C(C=CC(=C1)CC)OC